2-(1-(3,3-difluoroazetidin-1-yl)ethyl)-4-(2,5-difluorophenyl)pyridin-3-amine FC1(CN(C1)C(C)C1=NC=CC(=C1N)C1=C(C=CC(=C1)F)F)F